nickel-titanium cobalt [Co].[Ti].[Ni]